ClCC(=O)C1=NC=C(C=N1)F 2-Chloro-1-(5-fluoropyrimidin-2-yl)ethanone